C(C)(C)(C)OC(N(CCC)OCCOCCO)=O N-[2-(2-hydroxyethoxy)ethoxy]-N-propyl-carbamic acid tert-butyl ester